CC1(CC1)N 1-methyl-cyclopropanamine